2-(4-chlorophenoxy)-N-(3-{3-[(3,4-dichlorophenoxy)methyl]-1,2,4-oxadiazol-5-yl}bicyclo[1.1.1]pentan-1-yl)acetamide ClC1=CC=C(OCC(=O)NC23CC(C2)(C3)C3=NC(=NO3)COC3=CC(=C(C=C3)Cl)Cl)C=C1